FC1=CC=C2C=CN(C2=C1)CCN(CCO)C 2-[2-(6-Fluoroindol-1-yl)ethyl-methyl-amino]ethanol